C(C=C)(=O)OCCC(C(C)C)C 3,4-dimethyl-1-pentyl acrylate